COC(=O)[C@@H]1C(NC[C@H]1C1=CC=C(C=C1)OC)=O |r| (±)-trans-4-[4-methoxyphenyl]-2-oxopyrrolidine-3-carboxylic acid methyl ester